2-(4-cyclopropyl-6-methoxypyrimidin-5-yl)-8-(2-(3-hydroxypropyl)-4-(1-isopropyl-4-(trifluoromethyl)-1H-imidazol-2-yl)benzyl)pyrido[2,3-d]pyrimidin-7(8H)-one C1(CC1)C1=NC=NC(=C1C=1N=CC2=C(N1)N(C(C=C2)=O)CC2=C(C=C(C=C2)C=2N(C=C(N2)C(F)(F)F)C(C)C)CCCO)OC